ClC1=CC(=NC(=C1C(=O)N)NC[C@H]1N(CCC1)CC)Cl (S)-4,6-dichloro-2-(((1-ethylpyrrolidin-2-yl)methyl)amino)nicotinamide